COC=1C(=CC2=C(OCO2)C1)CC(C)NC 1-(6-methoxy-1,3-benzodioxol-5-yl)-N-methylpropan-2-amine